C1(=CC=C(C=C1)SCC(=O)N)C 2-(p-tolylthio)acetamide